C(CCCCCCC)N1C=NC2=C1C=CC=C2 1-octyl-1H-benzo[d]imidazole